tert-butyl 3-[1-(benzyloxycarbonylamino)-2-hydroxy-ethyl]pyrrolidine-1-carboxylate C(C1=CC=CC=C1)OC(=O)NC(CO)C1CN(CC1)C(=O)OC(C)(C)C